3,3,7,7-tetramethyl-2,4,5,6-tetrahydroinden-1-one CC1(CC(C=2C(CCCC12)(C)C)=O)C